N-(2-amino-1,2-diphenylethyl)-2,3,4,5,6-pentafluorobenzenesulfonamide NC(C(C1=CC=CC=C1)NS(=O)(=O)C1=C(C(=C(C(=C1F)F)F)F)F)C1=CC=CC=C1